FC(COC1=NC=CC(=C1)CNC(=O)NC1CC2(C1)CCC2)(C)F 1-[[2-(2,2-difluoropropoxy)pyridin-4-yl]methyl]-3-spiro[3.3]heptane-2-yl-urea